N-[4-[(6,7-dimethoxy-1,5-naphthyridin-4-yl)oxy]-3-fluorophenyl]-5-(4-fluorophenyl)-1-(methylamino)-4-oxopyridine-3-carboxamide COC=1N=C2C(=CC=NC2=CC1OC)OC1=C(C=C(C=C1)NC(=O)C1=CN(C=C(C1=O)C1=CC=C(C=C1)F)NC)F